(6-(trifluoromethyl)-1-(4-(morpholinomethyl)phenyl)-5,5-dioxo-1,4-dihydrothiochromeno[4,3-c]pyrazol-3-yl)(3-(hydroxymethyl)morpholino)methanone FC(C1=CC=CC2=C1S(CC1=C2N(N=C1C(=O)N1C(COCC1)CO)C1=CC=C(C=C1)CN1CCOCC1)(=O)=O)(F)F